n-butylphosphonium hydroxid [OH-].C(CCC)[PH3+]